COCCN1CC2=C(C3=C(N=C4N([C@@H]5[C@@H](C(N(C4)C)=O)CCC5)C3=O)S2)CC1 (3aS,14aS)-10-(2-methoxyethyl)-5-methyl-2,3,3a,5,6,9,10,11,12,14a-decahydro-1H-cyclopenta[f]pyrido[4'',3'':4',5']thieno[2',3':4,5]pyrimido[1,2-a][1,4]diazepine-4,13-dione